N1=CC=C(C=C1)N1NC(=CC(=N1)Cl)Cl 2-(4-pyridyl)-4,6-dichlorotriazine